FC1=C(C=C(C=C1)OC=1C(=C2C=CNC2=CC1F)C)C=1NC(=NN1)CC=1C=C(C=CC1)CCC(=O)OCC Ethyl 3-(3-((5-(2-fluoro-5-((6-fluoro-4-methyl-1H-indol-5-yl)oxy)phenyl)-4H-1,2,4-triazol-3-yl)methyl)phenyl)propanoate